C(C=C)SCC(=O)C1=C(C=CC=C1F)F 2-allylthio-1-(2,6-difluorophenyl)ethane-1-one